CC1(C(=C(C1)C1=C(C=CC=C1)NC(C)=O)C=1C=C2C=CC=NC2=CC1)C N-(2-(3,3-dimethyl-2-(6-quinolyl)cyclobut-1-en-1-yl)phenyl)acetamide